Lithium diisopropylethylamide C(C)(C)C(C)([NH-])C(C)C.[Li+]